6-(DIMETHYLAMINO)-4-ETHYLPYRIDINE-3-BORONIC ACID CN(C1=CC(=C(C=N1)B(O)O)CC)C